FC1=CC(=CC=2N(C(=NC21)C2=CC=C(C=C2)S(=O)(=O)C)C)C2CCN(CC2)C2CCN(CC2)C2CCOCC2 4-Fluoro-1-methyl-2-(4-(methylsulfonyl)phenyl)-6-(1'-(tetrahydro-2H-pyran-4-yl)-[1,4'-bipiperidin]-4-yl)-1H-benzo[d]imidazol